C(C1=CC=CC=C1)OC=1C(=CC2=C(N(C([C@H]3N(C2=O)CC=C(C3)C3=CC=C(C=C3)S(NC)(=O)=O)O)C(=O)OCC=C)C1)OC allyl (6aS)-3-(benzyloxy)-6-hydroxy-2-methoxy-8-(4-(N-methylsulfamoyl)phenyl)-12-oxo-6,6a,7,10-tetrahydrobenzo[e]pyrido[1,2-a][1,4]-diazepine-5(12H)-carboxylate